BrC=1C=C(ONC([O-])=O)C=C(C1)C(F)(F)F [3-bromo-5-(trifluoromethyl)phenoxy]carbamate